OC(C(=O)[O-])CC(=O)[O-] 2-hydroxybutanedioate